BrC1=CN(C2=NC(=CC=C21)C(=O)N2C(CN(CC2)C2=NC(=C(C(=O)OC)C(=C2)C)C)(C)C)CC2=NC=CC=C2 methyl 6-(4-(3-bromo-1-(pyridin-2-ylmethyl)-1H-pyrrolo[2,3-b]pyridine-6-carbonyl)-3,3-dimethylpiperazin-1-yl)-2,4-dimethylnicotinate